COC1=C2C=C(NC2=CC=C1)C(=O)N1C(CC(C1)C1=CC=CC=C1)C(=O)N 1-(4-methoxy-1H-indole-2-carbonyl)-4-phenyl-pyrrolidine-2-carboxamide